Methyl 4-(3-((tert-butoxycarbonyl)(2-phenyl cyclopropyl)amino)propoxy)benzoate C(C)(C)(C)OC(=O)N(CCCOC1=CC=C(C(=O)OC)C=C1)C1C(C1)C1=CC=CC=C1